FC1(CCC(CC1)NCC[C@@H]1C[C@@H](CCC1)OC1=C(C=CC(=C1)C)S(=O)(=O)N1[C@@H](CCC1)C(=O)O)F |o1:10,12| ((2-(((1R*,3R*)-3-(2-((4,4-difluorocyclohexyl)amino)ethyl)cyclohexyl)oxy)-4-methylphenyl)sulfonyl)-L-proline